germanium-silicon oxide [Si]=O.[Ge]